N-[(1S)-1-(dicyclopropylmethyl)-2-[4-(2-methyl-3-pyridyl)anilino]-2-oxo-ethyl]-2-isopropyl-pyrazole-3-carboxamide C1(CC1)C([C@@H](C(=O)NC1=CC=C(C=C1)C=1C(=NC=CC1)C)NC(=O)C=1N(N=CC1)C(C)C)C1CC1